N1=CC=C(C=C1)CC(=O)NCC(=O)[O-] 2-{[2-(pyridin-4-yl)acetyl]amino}acetate